4-chloro-3-(5,7-difluoro-6-(3-(methylsulfonyl)azetidin-1-yl)-4-oxo-1,4-dihydroquinolin-2-yl)benzonitrile ClC1=C(C=C(C#N)C=C1)C=1NC2=CC(=C(C(=C2C(C1)=O)F)N1CC(C1)S(=O)(=O)C)F